2-phenyl-Imidazole C1(=CC=CC=C1)C=1NC=CN1